[5-[4-[6-Chloro-4-(trifluoromethyl)-2-pyridyl]piperazin-1-yl]sulfonylindolin-1-yl]-(4,5,6,7-tetrahydropyrazolo[1,5-a]pyrazin-3-yl)methanone ClC1=CC(=CC(=N1)N1CCN(CC1)S(=O)(=O)C=1C=C2CCN(C2=CC1)C(=O)C=1C=NN2C1CNCC2)C(F)(F)F